2-methylprop-2-enoyl chloride CC(C(=O)Cl)=C